(R)-benzyl 4-(3-((7-bromo-6-chloro-4-hydroxy-2-oxo-1,2-dihydroquinazolin-8-yl)thio)-2-hydroxypropyl)piperidine-1-carboxylate BrC1=C(C=C2C(=NC(NC2=C1SC[C@@H](CC1CCN(CC1)C(=O)OCC1=CC=CC=C1)O)=O)O)Cl